OCC1(CCC1)NC=1C2=C(N=C(N1)OC1CCC(CC1)CN1CCN(CC1)C(\C=C\C(=O)C1=CC=C(C=C1)OC)=O)CC[S@]2=O (R,E)-1-(4-((4-((4-((1-(hydroxymethyl)cyclobutyl)amino)-5-oxido-6,7-dihydrothieno[3,2-d]pyrimidin-2-yl)oxy)cyclohexyl)methyl)piperazin-1-yl)-4-(4-methoxy-phenyl)but-2-ene-1,4-dione